FC1=CC=C(C=C1)C=1C(=C2N(N1)CCC2(C)C)C2=C1C(=NC(=C2)C)NN=C1 4-[2-(4-Fluorophenyl)-4,4-dimethyl-5,6-dihydropyrrolo[1,2-b]pyrazol-3-yl]-6-methyl-1H-pyrazolo[3,4-b]pyridine